5-bromo-7-methoxymethyloxy-4-methyl-1,2-dihydronaphthalene BrC1=C2C(=CCCC2=CC(=C1)OCOC)C